C[C@]12C3CC[C@@]4(C(=CCC4C3CC=C2C[C@H](CC1)OS(=O)(=O)C)N1C=NC(=C1)C(=O)OC)C Methyl 1-((3S,10R,13S)-10,13-dimethyl-3-((methylsulfonyl)oxy)-2,3,4,7,8,9,10,11,12,13,14,15-dodecahydro-1H-cyclopenta[a]phenanthren-17-yl)-1H-imidazole-4-carboxylate